BrCCCCOC1=CC=C(C=C1)C(C=CC1=CC(=CC=C1)OC)=O 1-(4-(4-bromobutoxy)phenyl)-3-m-methoxyphenyl-2-propen-1-one